Sodium (2S)-1-hydroxy-2-((S)-4-methyl-2-((((2-(methylsulfonyl)-2-azaspiro[3.3]heptan-6-yl)oxy)carbonyl)amino)pentanamido)-3-((R)-2-oxopyrrolidin-3-yl)propane-1-sulfonate OC([C@H](C[C@@H]1C(NCC1)=O)NC([C@H](CC(C)C)NC(=O)OC1CC2(CN(C2)S(=O)(=O)C)C1)=O)S(=O)(=O)[O-].[Na+]